tert-butyl (R)-2-(2-(3,3-difluoropyrrolidin-1-yl)-5-(ethylsulfonimidoyl)phenyl)-5-(1H-1,2,3-triazol-5-yl)-1H-indole-1-carboxylate FC1(CN(CC1)C1=C(C=C(C=C1)[S@@](=O)(=N)CC)C=1N(C2=CC=C(C=C2C1)C1=CN=NN1)C(=O)OC(C)(C)C)F